COC=1C(=CC(=C(C1)N1CCC(CC1)CN1CCC2(CCN(CC2)C=2C=CC(=NC2)C(=O)O)CC1)C=1C=NN(C1)C)[N+](=O)[O-] 5-(9-((1-(5-methoxy-2-(1-methyl-1H-pyrazol-4-yl)-4-nitrophenyl)piperidine-4-yl)methyl)-3,9-diazaspiro[5.5]undecan-3-yl)picolinic acid